3-fluorotetrahydrofuran-3-carboxylic acid FC1(COCC1)C(=O)O